5-(N-2,3-dihydroxypropylacetamido)-2,4,6-triiodo-N,N-bis(2,3-dihydroxypropyl)isophthalamide OC(CN(C(C)=O)C=1C(=C(C(=C(C(=O)N(CC(CO)O)CC(CO)O)C1I)I)C(=O)N)I)CO